NC1=CC(=C(C(=O)N(C)CC2=C(C=CC=C2OC)OC)C=C1C)C 4-amino-N-(2,6-dimethoxybenzyl)-N,2,5-trimethylbenzamide